(2S)-4-chloro-2-[4-[N-[2-[1,1-dimethylethyl-(dimethyl)silyl]oxyethyl]-4-fluoro-anilino]phenyl]-5-[[(3S)-tetrahydropyran-3-yl]methylamino]pyridazin-3-one ClC=1C(N(N=CC1NC[C@H]1COCCC1)C1=CC=C(C=C1)N(C1=CC=C(C=C1)F)CCO[Si](C)(C)C(C)(C)C)=O